2-((8-(3,3-bis(hydroxy-methyl)azetidine-1-carbonyl)-2,3-dihydrobenzo[b][1,4]dioxin-5-yl)amino)-4-(propylamino)-7H-pyrrolo[2,3-d]pyrimidine-5-carbonitrile OCC1(CN(C1)C(=O)C1=CC=C(C2=C1OCCO2)NC=2N=C(C1=C(N2)NC=C1C#N)NCCC)CO